NNN=C(CS)C1=CC=CC=C1 MERCAPTOACETOPHENON-AMINOHYDRAZONE